3-(4-bromo-1-(2,5-difluorophenyl)-1-hydroxybut-3-yn-1-yl)-1-methylpyridin-2(1H)-one BrC#CCC(O)(C1=C(C=CC(=C1)F)F)C=1C(N(C=CC1)C)=O